N-((1S,9S)-9-Ethyl-5-fluoro-9-hydroxy-4-methyl-10,13-dioxo-2,3,9,10,13,15-hexahydro-1H,12H-benzo[de]pyrano[3',4':6,7]indolizino[1,2-b]quinolin-1-yl)-1-hydroxycyclopentane-1-carboxamide C(C)[C@]1(C(OCC=2C(N3CC=4C(=NC=5C=C(C(=C6C5C4[C@H](CC6)NC(=O)C6(CCCC6)O)C)F)C3=CC21)=O)=O)O